(2R)-N-[5-[(3-fluorophenyl)methyl]thiazol-2-yl]-1-sulfamoyl-pyrrolidine-2-carboxamide FC=1C=C(C=CC1)CC1=CN=C(S1)NC(=O)[C@@H]1N(CCC1)S(N)(=O)=O